C1(CC1)C=1C=CC(=NC1)C=O 5-cyclopropylpyridine-2-carbaldehyde